N-tert-butyloxycarbonyl-1,2-ethylenediamine C(C)(C)(C)OC(=O)NCCN